3-(5-{[(6-methoxynaphthalen-2-yl)methyl]amino}-1-oxo-3H-isoindol-2-yl)piperidine-2,6-dione COC=1C=C2C=CC(=CC2=CC1)CNC=1C=C2CN(C(C2=CC1)=O)C1C(NC(CC1)=O)=O